OCCOCCOCCOCCOCCOCCOCCOCCOCCN(C/C=C/C(=O)OC)C methyl (E)-4-[2-[2-[2-[2-[2-[2-[2-[2-(2-hydroxyethoxy)ethoxy]ethoxy]ethoxy]ethoxy]ethoxy]ethoxy] ethoxy]ethyl-methyl-amino]but-2-enoate